NCCNS(=O)(=O)C1=C(C=CC(=C1)[N+](=O)[O-])F N-(2-aminoethyl)-2-fluoro-5-nitrobenzenesulfonamide